ClC1=NN2C(C(=N1)N1CCOCC1)=CC(=C2C)C(=O)O 2-chloro-7-methyl-4-morpholinopyrrolo[2,1-f][1,2,4]triazine-6-carboxylic acid